1-methoxy-4-(((20,20,20-trifluoroicos-18-yn-1-yl)oxy)methyl)benzene COC1=CC=C(C=C1)COCCCCCCCCCCCCCCCCCC#CC(F)(F)F